4-(3-methoxy-4-(piperidin-4-yloxy)phenyl)-2-methyl-2,7-naphthyridin-1(2H)-one TFA salt OC(=O)C(F)(F)F.COC=1C=C(C=CC1OC1CCNCC1)C1=CN(C(C2=CN=CC=C12)=O)C